COC(=O)C1=NC(=NC=C1Br)S(=O)(=O)C 5-bromo-2-(methylsulfonyl)pyrimidine-4-carboxylic acid methyl ester